(E)-N-(3-fluoro-2-methyl-6-(4-methylpiperazin-1-yl)phenyl)-3-(3-methyl-1H-indazol-6-yl)acrylamide tert-butyl-6-(2,4-dioxotetrahydropyrimidin-1(2H)-yl)-4-nitro-1H-indole-1-carboxylate C(C)(C)(C)OC(=O)N1C=CC2=C(C=C(C=C12)N1C(NC(CC1)=O)=O)[N+](=O)[O-].FC=1C(=C(C(=CC1)N1CCN(CC1)C)NC(\C=C\C1=CC=C2C(=NNC2=C1)C)=O)C